OC1C(N(C2=CC=CC=C12)CC1=CC=C(C=C1)C)=O 3-hydroxy-1-(4-methylbenzyl)indol-2-one